2-(2,3-Dihydro-1,4-benzodioxin-6-yl)-6-(5-{[(2-hydroxyethyl)amino]methyl}-7-methyl-1,3-benzoxazol-2-yl)benzonitril O1CCOC2=C1C=CC(=C2)C2=C(C#N)C(=CC=C2)C=2OC1=C(N2)C=C(C=C1C)CNCCO